C(CCCC)C=1C=C(C(=C(C1)O)C1=CC=CC=C1)O 5-Pentyl-2-phenylbenzene-1,3-diol